ClC1=CC=C(CN(C(=O)C2=C(N=C(S2)C2=C(C(=C(C(=C2)F)F)O)F)C)CC(C)C)C=C1 N-(4-chlorobenzyl)-N-isobutyl-4-methyl-2-(2,4,5-trifluoro-3-hydroxyphenyl)thiazole-5-carboxamide